5-fluoro-N-isopropyl-2-(pyrimidin-5-yloxy)N-(2,2,2-trifluoroethyl)benzamide FC=1C=CC(=C(C(=O)N(CC(F)(F)F)C(C)C)C1)OC=1C=NC=NC1